FC1=C(C(=C(C(=C1[B-](C1=C(C(=C(C(=C1F)F)F)F)F)(C1=C(C(=C(C(=C1F)F)F)F)F)C1=C(C(=C(C(=C1F)F)F)F)F)F)F)F)F.C1(=CC=CC=C1)[S+](C1=CC=C(C=C1)[SH+]C1=CC=C(C=C1)[S+](C1=CC=CC=C1)C1=CC=CC=C1)C1=CC=CC=C1.FC1=C(C(=C(C(=C1[B-](C1=C(C(=C(C(=C1F)F)F)F)F)(C1=C(C(=C(C(=C1F)F)F)F)F)C1=C(C(=C(C(=C1F)F)F)F)F)F)F)F)F.FC1=C(C(=C(C(=C1[B-](C1=C(C(=C(C(=C1F)F)F)F)F)(C1=C(C(=C(C(=C1F)F)F)F)F)C1=C(C(=C(C(=C1F)F)F)F)F)F)F)F)F bis[4-(diphenylsulfonio)phenyl]sulfonium tetrakis(pentafluorophenyl)borate